N1=CC=C(C2=CC=CC(=C12)O)O quinoline-4,8-diol